N-(2-nitro-4-(benzyloxy)phenyl)acetamide [N+](=O)([O-])C1=C(C=CC(=C1)OCC1=CC=CC=C1)NC(C)=O